C(O)C(C)(CO)CO 1,1,1-Tri-methylolethan